1,4,7-triazacyclononanephosphonic acid N1(CCNCCNCC1)P(O)(=O)O